O1CNC=C1 2H-oxazole